FC(C1=NC(=NC(=N1)C(F)(F)F)N1C(C=2NC3=CC=C(C=C3C2CC1)Cl)CC1OCCCO1)(F)F 2-[4,6-bis(trifluoromethyl)-1,3,5-triazin-2-yl]-6-chloro-1-[(1,3-dioxan-2-yl)methyl]-2,3,4,9-tetrahydro-1H-pyrido[3,4-b]indole